N-(3-chloro-2-fluorobenzyl)-4-fluoropyrrolidine ClC=1C(=C(CN2CCC(C2)F)C=CC1)F